tert-butyl (2S,4R)-2-(5-(4-bromophenyl)-1H-imidazol-2-yl)-4-hydroxypyrrolidine-1-carboxylate BrC1=CC=C(C=C1)C1=CN=C(N1)[C@H]1N(C[C@@H](C1)O)C(=O)OC(C)(C)C